C(C)(C)(C)OC(=O)N1CCC(CC1)C=1C=C2C(NC(=NC2=CC1)C=1C=C2C(=CN1)SC=C2)=O 4-(4-oxo-2-thieno[2,3-c]pyridin-5-yl-3,4-dihydro-quinazolin-6-yl)-piperidine-1-carboxylic acid tert-butyl ester